(2R)-2-[(1-tert-butylpyrazol-4-yl)amino]-4,4-dimethyl-pentan-1-ol C(C)(C)(C)N1N=CC(=C1)N[C@@H](CO)CC(C)(C)C